(E)-1,1-difluoroethylene FC(=C)F